1,3,5-tris(5,7-di-tert-butylbenzo[d]oxazol-2-yl)benzene C(C)(C)(C)C=1C=C(C2=C(N=C(O2)C2=CC(=CC(=C2)C=2OC3=C(N2)C=C(C=C3C(C)(C)C)C(C)(C)C)C=3OC2=C(N3)C=C(C=C2C(C)(C)C)C(C)(C)C)C1)C(C)(C)C